C(C)(C)(C)OC(=O)NCCOCCOCCNC(=O)CCCCCC(=O)OCC ethyl 6-({2-[2-(2-{[(tert-butoxy)carbonyl]-amino}ethoxy)ethoxy]ethyl}carbamoyl)hexanoate